C(C)(=O)N1CCC(CC1)NC1=CC=NC(=N1)CC 6-((1-acetylpiperidin-4-yl)amino)-2-ethylpyrimidine